C(#N)[C@H](C[C@H]1C(NCCC1)=O)NC(=O)[C@@H]1N(C[C@@H]2[C@H]1CCC2)C(=O)C2(C1=CC=CC=C1C=1C=CC=CC21)O (1R,3aS,6aR)-N-((S)-1-cyano-2-((S)-2-oxopiperidin-3-yl)ethyl)-2-(9-hydroxy-9H-fluorene-9-carbonyl)octahydrocyclopenta[c]pyrrole-1-carboxamide